F[P-](F)(F)(F)(F)F.C(CCC)N1C(C(C2=CC=CC=C12)(C)C)=CC=C1C(=C(CCC1)C=CC1=[NH+]C2=CC=CC=C2C1(C)C)C1=CC=CC=C1 2-(2-[3-[2-(1-butyl-3,3-dimethyl-1,3-dihydro-indol-2-ylidene)-ethylidene]-2-phenyl-cyclohex-1-enyl]-vinyl)-3,3-dimethyl-3H-indolium hexafluorophosphate